C(#N)/C(/C(=O)NC1=CC(=CC=C1)C#N)=C(\C=1C=NOC1C)/O (Z)-2-cyano-N-(3-cyanophenyl)-3-hydroxy-3-(5-methylisoxazol-4-yl)prop-2-enamide